bis(4-tert-butylphenyl)iodonium 1,1-difluoro-2-(1-naphthyl)ethanesulfonate FC(CC1=CC=CC2=CC=CC=C12)(S(=O)(=O)[O-])F.C(C)(C)(C)C1=CC=C(C=C1)[I+]C1=CC=C(C=C1)C(C)(C)C